(S)-quinuclidin-3-yl((R)-6-fluoro-5-(4-isopropoxy-2-methylphenyl)-2,2-dimethyl-2,3-dihydro-1H-inden-1-yl)carbamate N12C[C@H](C(CC1)CC2)OC(N[C@@H]2C(CC1=CC(=C(C=C21)F)C2=C(C=C(C=C2)OC(C)C)C)(C)C)=O